N1=C(C=CC=C1)C(=O)O 2-Picolic Acid